1-cyclobutyl-N-methylmethanamine C1(CCC1)CNC